2-(2-(4-chlorophenyl)acetyl)benzo[d]isothiazol-3(2H)-one 1,1-dioxide ClC1=CC=C(C=C1)CC(=O)N1S(C2=C(C1=O)C=CC=C2)(=O)=O